N-(4-chlorophenyl)-N-(2-(4-(2-(thiophen-2-yl)ethyl)piperazin-1-yl)ethyl)cyclopropanecarboxamide ClC1=CC=C(C=C1)N(C(=O)C1CC1)CCN1CCN(CC1)CCC=1SC=CC1